Tert-butyl (1R,5S,6r)-6-(bromomethyl)-3-azabicyclo[3.1.0]hexan-3-carboxylate BrCC1[C@H]2CN(C[C@@H]12)C(=O)OC(C)(C)C